C(C1=CC=CC=C1)C1(CC(=NO1)CNC(=O)C1=NC=CC2=CC=CC=C12)C(=O)OC Methyl 5-benzyl-3-((isoquinoline-1-carboxamido)methyl)-4,5-dihydroisoxazole-5-carboxylate